Cl.C(CCC)(=O)N butanamide HCl